(S)-6-((tert-Butyldimethylsilyl)oxy)hexan-2-ol [Si](C)(C)(C(C)(C)C)OCCCC[C@H](C)O